2-Amino-9-((2R,3S,4S,5R)-4-fluoro-3-hydroxy-5-(hydroxymethyl)tetrahydrofuran-2-yl)-7-(pyridin-3-ylmethyl)-7,9-dihydro-1H-purin-6,8-dion NC=1NC(C=2N(C(N(C2N1)[C@@H]1O[C@@H]([C@H]([C@H]1O)F)CO)=O)CC=1C=NC=CC1)=O